2,3'-diamino-spiro[9H-fluorene-9,9'-[9H]xanthene] NC1=CC2=C(C=C1)C1=CC=CC=C1C21C2=CC=CC=C2OC=2C=C(C=CC12)N